FC1=C(C(=CC=C1)F)[C@@H](CC1OCCC1)N1C[C@@H](N([C@@H](C1)C)C(C(C)C)=O)C(=O)NCC1=CC=C(C=C1)C1=NC=CC=N1 (2R,6R)-4-((1R)-1-(2,6-difluorophenyl)-2-(tetrahydrofuran-2-yl)ethyl)-1-isobutyryl-6-methyl-N-(4-(pyrimidin-2-yl)benzyl)piperazine-2-carboxamide